CC(CCC(=O)N[C@H](C(NC=1C=NC2=CC=CC=C2C1)=O)C)C 4-methyl-N-((S)-1-oxo-1-(quinolin-3-ylamino)propan-2-yl)pentanamide